(2R,3R,4S,5S)-2-(4-amino-7H-pyrrolo[2,3-d]pyrimidin-7-yl)-5-((R)-5-(trifluoromethyl)-1,3-dihydroisobenzofuran-1-yl)tetrahydrofuran-3,4-diol NC=1C2=C(N=CN1)N(C=C2)[C@@H]2O[C@@H]([C@H]([C@H]2O)O)[C@@H]2OCC1=CC(=CC=C21)C(F)(F)F